NC1=NC=C(C(=N1)NC1CN(CCC1)C(C=C)=O)C1=CC=C(C=C1)OC1=CC=CC=C1 1-(3-((2-amino-5-(4-phenoxyphenyl)pyrimidin-4-yl)amino)piperidin-1-yl)prop-2-en-1-one